phosphorus (acetate) C(C)(=O)[O-].[P+3].C(C)(=O)[O-].C(C)(=O)[O-]